Cl.Cl.C(NC(=O)C1=NC=CC=C1)([2H])([2H])[2H] N-(methyl-d3)pyridineamide dihydrochloride